OC1=C(C(=O)NC2=C(C=CC=C2)N2CCOCC2)C(=CC(=C1)C(C)(CCCCCC)C)O 2,6-dihydroxy-4-(2-methyloctan-2-yl)-N-(2-morpholinophenyl)benzamide